2'-chloro-5'-methoxy-6-methyl-N-(5-(oxetan-3-ylmethyl)-1,3,4-thiadiazol-2-yl)-(4,4'-bipyridine)-3-carboxamide ClC1=NC=C(C(=C1)C1=C(C=NC(=C1)C)C(=O)NC=1SC(=NN1)CC1COC1)OC